OC[C@H]1CN(C[C@H](O1)C)C1=CC=C(N=N1)C1=C(C=C(C=C1C)C)O 2-[6-[(2R,6R)-2-(hydroxymethyl)-6-methyl-morpholin-4-yl]pyridazin-3-yl]-3,5-dimethyl-phenol